2-(((cyclobutylsulfinyl)methyl)thio)-4-(1-cyclopropyl-1H-pyrazol-3-yl)-6-(pyrimidin-5-yl)nicotinonitrile C1(CCC1)S(=O)CSC1=C(C#N)C(=CC(=N1)C=1C=NC=NC1)C1=NN(C=C1)C1CC1